C(CCCCCCCCC)(=O)OC(CN(CC(CCCC)OC(CCCCCCCCC)=O)CCCN(C)C)CCCC ((3-(dimethylamino)propyl)azanediyl)bis(hexane-1,2-diyl) bis(decanoate)